2-(2-aminoethoxy)propanol NCCOC(CO)C